methyl 2-(bromomethyl)-3-fluorobenzoate BrCC1=C(C(=O)OC)C=CC=C1F